O=C1NC(CCC1NC1=CC(=C(C=C1)N1CCN(CC1)C1CCN(CC1)C(=O)[O-])F)=O 4-[4-[4-[(2,6-dioxo-3-piperidyl)amino]-2-fluoro-phenyl]piperazin-1-yl]piperidine-1-carboxylate